monomethyl acetylphosphonate-sodium salt [Na+].C(C)(=O)P(OC)([O-])=O